1-methyl-3-difluoromethylpyrazole-5-carboxylic acid CN1N=C(C=C1C(=O)O)C(F)F